Dioxacyclopenten-5-amine C1=COOC1N